(6R)-perhydro-3,6-dimethyl-benzo[B]furan CC1C2C(OC1)C[C@@H](CC2)C